(Z)-5-(4-chlorophenyl)-3-((triisopropylsilyl)methylene)-4,5,6,7-tetrahydroisobenzofuran-1(3H)-one ClC1=CC=C(C=C1)C1CC=2/C(/OC(C2CC1)=O)=C/[Si](C(C)C)(C(C)C)C(C)C